C1=C(C=CC=2CCCCC12)NC1CCC(CC1)CNC(OC(C)(C)C)=O tert-butyl ((4-((5,6,7,8-tetrahydronaphthalen-2-yl)amino)cyclohexyl)methyl)carbamate